[1-(4-amino-5-bromo-6-carbamoyl-pyrimidin-2-yl)-4-methylpiperidin-4-yl]carbamic acid tert-butyl ester C(C)(C)(C)OC(NC1(CCN(CC1)C1=NC(=C(C(=N1)N)Br)C(N)=O)C)=O